ethyl 2-(2-(p-toluenesulfonyloxy)ethoxy)acetate CC1=CC=C(C=C1)S(=O)(=O)OCCOCC(=O)OCC